2-[1-[3-(4,4,5,5-tetramethyl-1,3,2-dioxaborolan-2-yl)indazol-1-yl]cyclobutyl]acetonitrile CC1(OB(OC1(C)C)C1=NN(C2=CC=CC=C12)C1(CCC1)CC#N)C